N5-((4-Chloro-6-(3-(trifluoromethyl)-5,6-dihydro-[1,2,4]triazolo[4,3-a]pyrazin-7(8H)-yl)pyridin-3-yl)methyl)-N1-(2,4-dimethoxybenzyl)isoquinoline-1,5-diamine ClC1=C(C=NC(=C1)N1CC=2N(CC1)C(=NN2)C(F)(F)F)CNC=2C=1C=CN=C(C1C=CC2)NCC2=C(C=C(C=C2)OC)OC